BrC=1C(=NC2=CC=C(C=C2N1)C(=O)O)NCC1=CC=C(C=C1)OC 3-Bromo-2-((4-methoxybenzyl)amino)quinoxaline-6-carboxylic acid